FC=1C=NN(C1)C1=CC=C(C=N1)C(C)N1CCNC2(C1=O)CCN(CC2)C(=O)OC(C)(C)C tert-butyl 4-(1-(6-(4-fluoro-1H-pyrazol-1-yl) pyridin-3-yl) ethyl)-5-oxo-1,4,9-triazaspiro[5.5]undecane-9-carboxylate